N-methyl-4-({4-[({2-[methyl(methylsulfonyl)amino]pyridin-3-yl}methyl)amino]-5-(trifluoromethyl)pyrimidin-2-yl}amino)benzamide CNC(C1=CC=C(C=C1)NC1=NC=C(C(=N1)NCC=1C(=NC=CC1)N(S(=O)(=O)C)C)C(F)(F)F)=O